4-(3-carbamoyl-5-methyl-1H-pyrazol-1-yl)benzoic acid C(N)(=O)C1=NN(C(=C1)C)C1=CC=C(C(=O)O)C=C1